methyl-2-propyl-2-isopropyl-1,3-dimethoxypropane CC(C(COC)(C(C)C)CCC)OC